4-(2-azabicyclo[2.1.1]hex-4-ylmethyl)-1,4-thiazinan 1,1-dioxide C12NCC(C1)(C2)CN2CCS(CC2)(=O)=O